S1N=NC(=C1)C1=CC=C(C=C1)C(=O)N1CCOCC1 (4-(1,2,3-thiadiazole-4-yl)phenyl)(morpholinyl)methanone